(R)-1-[(SP)-2-(diphenylphosphino)ferrocenyl]ethyldicyclohexylphosphine C[C@@H](C1=C([CH-]C=C1)P(C2=CC=CC=C2)C3=CC=CC=C3)P(C4CCCCC4)C5CCCCC5.[CH-]1C=CC=C1.[Fe+2]